N1=C(C=CC=C1)CNP(OC1=CC=CC2=CC=CC=C12)(O)=O naphthalen-1-yl hydrogen (pyridin-2-ylmethyl)phosphoramidate